(R)-7-(3-methylmorpholino)thiazolo[5,4-d]Pyrimidine-2-amine C[C@@H]1COCCN1C=1C2=C(N=CN1)SC(=N2)N